F[C@@H]1[C@@H]([C@@H](N(C1)C(C(C)C)=O)CC=1C(=C(C=CC1)C1=CC=CC=C1)F)NS(=O)(=O)CC N-[(2S,3R,4S)-4-fluoro-2-[(2-fluoro[1,1'-biphenyl]-3-yl)methyl]-1-(2-methyl-propanoyl)pyrrolidin-3-yl]ethanesulfonamide